tert-Butyl 4-(2,5-dimethyl-1H-pyrrol-1-yl)-3,3-difluoropiperidine-1-carboxylate CC=1N(C(=CC1)C)C1C(CN(CC1)C(=O)OC(C)(C)C)(F)F